BrC1=CC=C2C(C(NC2=C1)=O)(CC)CC 6-bromo-3,3-diethylindolin-2-one